methylen(3,5-di-tert-butyl-4-hydroxyhydrocinnamat) C=C(C(=O)[O-])CC1=CC(=C(C(=C1)C(C)(C)C)O)C(C)(C)C